(4-[tris(isopropyl) silyl]-tetrafluorophenyl) gallate C(C1=CC(O)=C(O)C(O)=C1)(=O)OC1=C(C(=C(C(=C1F)F)[Si](C(C)C)(C(C)C)C(C)C)F)F